2,4,4,7-tetramethyl-6-octen CC(C)CC(CC=C(C)C)(C)C